2-((4-(6-((4-chloro-2-fluorobenzofuran-7-yl)methoxy)-5-fluoropyridin-2-yl)cyclohex-3-en-1-yl)methyl)-1-(((S)-oxetan-2-yl)methyl)-1H-benzo[d]imidazole-6-carboxylic acid ClC1=CC=C(C2=C1C=C(O2)F)COC2=C(C=CC(=N2)C2=CCC(CC2)CC2=NC1=C(N2C[C@H]2OCC2)C=C(C=C1)C(=O)O)F